4-O-trans-caffeoyl-ALPHA-L-rhamnose C(\C=C\C1=CC(O)=C(O)C=C1)(=O)[C@]1(O)[C@H](O)[C@H](O)[C@@H](O)[C@@H](O1)C